C(C(=C)C)(=O)NCCC methacrylamidopropane